CC1CC2(CCC1C)C1CCC(C2)C1 rac-3',4'-dimethylspiro[bicyclo[2.2.1]heptane-2,1'-cyclohexan]